N-((S)-6-(1-benzyl-1H-pyrazole-4-carbonyl)-2-((S)-2,2-dimethylcyclopropane-1-carbonyl)-2,6-diazaspiro[3.4]octane-8-carbonyl)-O-(spiro[3.5]nonan-7-ylmethyl)-L-threonine C(C1=CC=CC=C1)N1N=CC(=C1)C(=O)N1CC2(CN(C2)C(=O)[C@@H]2C(C2)(C)C)[C@@H](C1)C(=O)N[C@@H]([C@H](OCC1CCC2(CCC2)CC1)C)C(=O)O